Cl.N1(CCCCC1)C/C=C/C(=O)O (E)-4-(piperidin-1-yl)but-2-enoic acid hydrochloride